IC1=NNC2=C1N=CNC2=O 3-iodo-1H,6H,7H-pyrazolo[4,3-d]Pyrimidin-7-one